ε,ε,4-trifluoro-benzenehexanoic acid FC(CCCCC(=O)O)(C1=CC=C(C=C1)F)F